FC(C1=C(C=CC=C1)CN1N=NC=2CN(CC(C21)OC)C(=O)OC(C)(C)C)F Tert-Butyl 1-[[2-(difluoromethyl)phenyl]methyl]-7-methoxy-1H,4H,5H,6H,7H-[1,2,3]triazolo[4,5-c]pyridine-5-carboxylate